N-[(2S)-4-[{(1R)-1-[1-Benzyl-4-(2,5-difluorophenyl)-1H-pyrrol-2-yl]-2,2-dimethylpropyl}(glycoloyl)amino]-2-{[(9H-fluoren-9-ylmethoxy)carbonyl]amino}butanoyl]-beta-alanine C(C1=CC=CC=C1)N1C(=CC(=C1)C1=C(C=CC(=C1)F)F)[C@@H](C(C)(C)C)N(CC[C@@H](C(=O)NCCC(=O)O)NC(=O)OCC1C2=CC=CC=C2C=2C=CC=CC12)C(CO)=O